C(C)(C)C1=CN(C2=CN=C(C=C21)CC2=C(C=C(C=C2C)N2N=CC(N(C2=O)COCC[Si](C)(C)C)=O)C)S(=O)(=O)CC2=CC=CC=C2 2-(4-((3-isopropyl-1-toluenesulfonyl-1H-pyrrolo[2,3-c]pyridin-5-yl)methyl)-3,5-dimethylphenyl)-4-((2-(trimethylsilyl)ethoxy)methyl)-1,2,4-triazine-3,5(2H,4H)-dione